(7-(3-methoxyphenoxy)-2-methylbenzo[b]thiophen-3-yl)-N-methyl-methylamine COC=1C=C(OC2=CC=CC3=C2SC(=C3N(C)C)C)C=CC1